2-((5-chloro-6-methylpyridin-3-yl)methyl)-6-(2-(2,2,2-trifluoroethoxy)pyrimidin-5-yl)pyridazin-3(2H)-one ClC=1C=C(C=NC1C)CN1N=C(C=CC1=O)C=1C=NC(=NC1)OCC(F)(F)F